NC1=NC=NN2C1=C(C=C2C2CCN(CC2)C(=O)OC(C)(C)C)Br tert-butyl 4-(4-amino-5-bromopyrrolo[2,1-f][1,2,4]triazin-7-yl)piperidine-1-carboxylate